C(C)(C)(C)OC(=O)N1CCC2(CC1)C(C1=CC(C=CN1C2)=O)OS(=O)(=O)C 1-((methylsulfonyl)oxy)-7-oxo-1,7-dihydro-3H-spiro[indolizine-2,4'-piperidine]-1'-carboxylic acid tert-butyl ester